Cl.CC1=CC=CC(=N1)NC(=O)C1CNC1 N-(6-methylpyridin-2-yl)azetidine-3-carboxamide hydrochloride